6-((5-(difluoromethyl)-3-(6-methyl-3-pyridyl)isoxazol-4-yl)methoxy)-N-((1s)-1-(hydroxymethyl)butyl)pyridine-3-carboxamide FC(C1=C(C(=NO1)C=1C=NC(=CC1)C)COC1=CC=C(C=N1)C(=O)N[C@@H](CCC)CO)F